ClC=1C=NC=C(C1NC(C1=CC(=C(C=C1)OC(F)F)OCCCCCCCC1=CC=C(C=C1)OCC=1SC=C2C1CN(C2=O)C2C(NC(CC2)=O)=O)=O)Cl N-(3,5-dichloropyridin-4-yl)-4-(difluoromethoxy)-3-((7-(4-((5-(2,6-dioxopiperidin-3-yl)-4-oxo-5,6-dihydro-4H-thieno[3,4-c]pyrrol-1-yl)methoxy)phenyl)heptyl)oxy)benzamide